C1(CC1)S(=O)(=O)N1N=CC(=C1)C1=NC=CC(=N1)C1(NC=C(C(=C1)NC1CCC(CC1)NCCF)C1=NN(C=C1)CCCN(C)C)N 2-(2-(1-(Cyclopropylsulfonyl)-1H-pyrazol-4-yl)pyrimidin-4-yl)-5-(1-(3-(dimethylamino)propyl)-1H-pyrazol-3-yl)-N4-((1s,4s)-4-((2-fluoroethyl)amino)cyclohexyl)pyridine-2,4-diamine